2-[4-[2-((2S or R)-1,4-dioxan-2-yl)ethoxy]-2-fluoro-phenyl]acetic acid O1[C@H](COCC1)CCOC1=CC(=C(C=C1)CC(=O)O)F |o1:1|